ClCC(CCl)O 1,3-DICHLORO-2-PROPANOL